1-[(2,4-dimethoxyphenyl)methyl]-3,3,5,5-tetramethyl-piperazine COC1=C(C=CC(=C1)OC)CN1CC(NC(C1)(C)C)(C)C